carbonate zinc-aluminum [Al+3].[Zn+2].C([O-])([O-])=O